C(C(C)C)N1C=CC=2C(=NC(=CC21)NC=2SC(=CN2)C)OC2CC1(C2)N(CCCC1)C(C=C)=O 1-(2-((1-isobutyl-6-((5-methylthiazol-2-yl)amino)-1H-pyrrolo[3,2-c]pyridin-4-yl)oxy)-5-azaspiro[3.5]nonan-5-yl)prop-2-en-1-one